5-chloro-4-(5,6,8-trifluoro-2-(((2R,7aS)-2-fluorotetrahydro-1H-pyrrolizin-7a(5H)-yl)-methoxy)-4-((1S,5R)-1-methyl-3,8-diaza-bicyclo[3.2.1]octan-3-yl)quinazolin-7-yl)-naphthalen-2-ol ClC1=C2C(=CC(=CC2=CC=C1)O)C1=C(C(=C2C(=NC(=NC2=C1F)OC[C@]12CCCN2C[C@@H](C1)F)N1C[C@@]2(CC[C@H](C1)N2)C)F)F